OCCNC(=O)C1=NN2C(CN(CCC2)C(=O)OC(C)(C)C)=C1 tert-butyl 2-((2-hydroxyethyl)carbamoyl)-7,8-dihydro-4H-pyrazolo[1,5-a][1,4]diazepine-5(6H)-carboxylate